2-bromo-N-(5-chloro-6-(4-ethylphenoxy)pyrimidin-4-yl)benzamide BrC1=C(C(=O)NC2=NC=NC(=C2Cl)OC2=CC=C(C=C2)CC)C=CC=C1